ClC1=C(C=CC(=C1)Cl)C[C@H](C[C@@H]([C@H](C(C)(C)C)O)N1N=CNC1=S)C 2-[(2R,4S,5S)-1-(2,4-dichlorophenyl)-5-hydroxy-2,6,6-trimethylhept-4-yl]-2,4-dihydro-3H-1,2,4-triazole-3-thione